2-((1r,3r)-3-Aminocyclobutyl)-N-(3-methoxy-4-methylphenyl)acetamide NC1CC(C1)CC(=O)NC1=CC(=C(C=C1)C)OC